dibenzoyl-1,2-ethylenediamine C(C1=CC=CC=C1)(=O)NCCNC(C1=CC=CC=C1)=O